C1=CC=CC=2C3=CC=CC=C3C(C12)COC(=O)N1CC=2N(CC1)C(=C(N2)C(=O)O)C=2OC(=CC2)Br 7-(((9H-fluoren-9-yl)methoxy)carbonyl)-3-(5-bromofuran-2-yl)-5,6,7,8-tetrahydroimidazo[1,2-a]pyrazine-2-carboxylic acid